FC1=C(N(C=CC1=O)C)N1[C@H]([C@H](CC1)NS(=O)(=O)C)CO[C@@H]1CC[C@@H](CC1)C1=CC=CC=C1 N-((2R,3S)-1-(3-fluoro-1-methyl-4-oxo-1,4-dihydropyridin-2-yl)-2-((((CIS)-4-phenylcyclohexyl)oxy)methyl)pyrrolidin-3-yl)methanesulfonamide